1,3-bis(hydroxyethyl)isocyanuric acid OCCN1C(=O)N(C(=O)NC1=O)CCO